CN(CCNC(=O)ON=C1CC=C2C=CC3=CC=CC=C3C2=C1)C phenanthren-3(2H)-one O-((2-(dimethylamino)ethyl)carbamoyl) oxime